((2R)-5-(benzyloxy)azepan-2-yl)methanol C(C1=CC=CC=C1)OC1CC[C@@H](NCC1)CO